2'-((5-(4-methylpiperazin-1-yl)pyridin-2-yl)amino)-7',8'-dihydro-6'H-spiro[cyclohexane-1,9'-pyrazino[1',2':1,5]pyrrolo[2,3-d]pyrimidin] CN1CCN(CC1)C=1C=CC(=NC1)NC=1N=CC2=C(N1)N1C(=C2)CNCC12CCCCC2